ClC1=C(C#N)C=C(C=C1)C(=O)N1CC=2C(=NN3C2C(N(CC3)CC3=CC=C(C=C3)S(F)(F)(F)(F)F)=O)C[C@H]1C (R)-2-chloro-5-(3-methyl-10-oxo-9-(4-(pentafluoro-λ6-sulfaneyl)benzyl)-1,2,3,4,7,8,9,10-octahydropyrido[4',3':3,4]pyrazolo[1,5-a]pyrazine-2-carbonyl)benzonitrile